ethyl (6R)-6-[4-[3-(1-methyl-4-piperidyl)-2-pyridyl]piperazin-1-yl]-2-azaspiro[3.4]octane-2-carboxylate CN1CCC(CC1)C=1C(=NC=CC1)N1CCN(CC1)[C@H]1CC2(CN(C2)C(=O)OCC)CC1